CC1=C(CS(=O)(=O)N[C@H]([C@@H](N)C2=CC=CC=C2)C2=CC=CC=C2)C(=CC=C1)C (1S,2S)-N-(2',6'-dimethylbenzylsulfonyl)-1,2-diphenylethylenediamine